CN1C[C@@H](CCC1)NC1=NN=C(C2=CC=CC=C12)C1=C(C=C(C=C1)N1CCOCC1)O (R)-2-(4-((1-methylpiperidin-3-yl)amino)phthalazin-1-yl)-5-morpholinophenol